2-(4-chlorophenyl)-4-(R-3-piperidinylmethyl)-thieno[2,3-d]pyridazine-7-carboxamide ClC1=CC=C(C=C1)C1=CC=2C(=C(N=NC2C[C@@H]2CNCCC2)C(=O)N)S1